Monon-Butylamine C(CCC)N